FC=1C=C2C(=CN(C2=CC1C1CCNCC1)C)C1C(NC(CC1)=O)=O 3-(5-Fluoro-1-methyl-6-(piperidin-4-yl)-1H-indol-3-yl)piperidine-2,6-dione